Cl.FC=1C=C(C=C(C1)F)[C@]12CNC([C@@H]2C1)C(C(=O)OCC)(O)O Ethyl 2-((1R,5S)-5-(3,5-difluorophenyl)-3-azabicyclo[3.1.0]hexan-2-yl)-2,2-dihydroxyacetate Hydrochloride